FC1=CC=C(C=C1)C1=CC(=C(C=N1)CNC(C=C)=O)C=1OC=CN1 N-((6-(4-fluorophenyl)-4-(oxazol-2-yl)pyridin-3-yl)methyl)acrylamide